NC=1C=C(C=CC1F)C(CCC1CC1)(C1=CC=NC=C1)N[S@](=O)C(C)(C)C (R)-N-((-)-1-(3-amino-4-fluorophenyl)-3-cyclopropyl-1-(pyridin-4-yl)propyl)-2-methylpropane-2-sulfinamide